OCC(OC(CO)C)C 2-(2-hydroxy-1-methylethoxy)propanol